FC=1C=C(COC2=NC(NC(=C2)OC)=O)C=CC1OC1=CC(=NC=C1)C(F)(F)F 4-((3-fluoro-4-((2-(trifluoromethyl)pyridin-4-yl)oxy)benzyl)oxy)-6-methoxypyrimidin-2(1H)-one